C(C)OC([C@@](N)(CCCNC(N)=N)C(C1=CC=CC=C1)=O)=O α-benzoyl-L-arginine ethyl ester